4-(4,6-dimethoxy-1,3,5-triazin-2-yl)4-methoxymorpholinium hydrochloride Cl.COC1=NC(=NC(=N1)OC)[N+]1(CCOCC1)OC